2-(2,6-dioxopiperidin-3-yl)-1,3-dioxoisoindole-5-carbaldehyde O=C1NC(CCC1N1C(C2=CC=C(C=C2C1=O)C=O)=O)=O